methyl (2S)-2-[[(2S)-2-[(4-methoxy-1H-indole-2-carbonyl)amino]-4,4-dimethyl-pentanoyl] amino]-3-[(3S)-2-oxo-3-piperidyl]propanoate COC1=C2C=C(NC2=CC=C1)C(=O)N[C@H](C(=O)N[C@H](C(=O)OC)C[C@H]1C(NCCC1)=O)CC(C)(C)C